α-BOC-tryptamine C(=O)(OC(C)(C)C)C(N)CC1=CNC2=CC=CC=C12